CN(C=1C=C2C(=CC=NC2=CC1)NC1=CC=C(C(=O)NC2=CC=C(C=C2)NC2=CC=CC=C2)C=C1)C 4-((6-(dimethylamino)quinolin-4-yl)amino)-N-(4-(phenylamino)phenyl)benzamide